NC1=C(C(=NC=N1)OC1=C(C=C(C=C1)C1=C(N=C(S1)C(=O)N)C1=CC=CC=C1)F)Cl [4-(6-amino-5-chloro-pyrimidin-4-yl)oxy-3-fluoro-phenyl]-4-phenyl-thiazole-2-carboxamide